2,6-dimethyl-2',6'-diethyl-4,4'-bipyridine CC1=NC(=CC(=C1)C1=CC(=NC(=C1)CC)CC)C